2'-(3-fluoropyridin-4-yl)-3'-iodo-N-methyl-4'-oxo-5',6'-dihydro-1'h-spiro[pyrrolidine-3,7'-pyrrolo[3,2-c]pyridine]-1-carboxamide FC=1C=NC=CC1C1=C(C=2C(NCC3(C2N1)CN(CC3)C(=O)NC)=O)I